C(C)(=O)NC(CC1=CC(=C(OCC(=O)O)C=C1)P(=O)(O)O)C(NC1C(N(CCCC1)CC1=CC=C(C=C1)C1=CC=CC=C1)=O)=O {4-[2-Acetylamino-2-(1-biphenyl-4-ylmethyl-2-oxo-azepan-3-ylcarbamoyl)-ethyl]-2-phosphono-phenoxy}-acetic acid